FC=1C=C2C(=CC(=NC2=CC1)C(F)(F)F)N[C@@H]1C[C@@H](CCC1)NC(=O)C=1C=CC=C2C(C(NC12)=O)=O N-[(1R,3S)-3-{[6-fluoro-2-(trifluoromethyl)quinolin-4-yl]amino}cyclohexyl]-2,3-dioxo-2,3-dihydro-1H-indole-7-carboxamide